ClC=1C=C2C(CC(OC2=C(C1)Cl)(C)C)NC(=O)[C@H]1[C@@H](C1)CN1C(NC(CC1=O)(C)C)=[NH2+] [1-[[(1R,2R)-2-[(6,8-dichloro-2,2-dimethyl-chroman-4-yl)carbamoyl]cyclopropyl]methyl]-4,4-dimethyl-6-oxo-hexahydropyrimidin-2-ylidene]ammonium